Cl.C(C1=CC=CC=C1)N1C(C2=CC(=C(C=C2CC1)C(=O)NC[C@H]([C@H]1NCC2=CC=CC=C2C1)O)OCC)=O 2-benzyl-7-ethoxy-N-((R)-2-hydroxy-2-((S)-1,2,3,4-tetrahydroisoquinolin-3-yl)ethyl)-1-oxo-1,2,3,4-tetrahydroisoquinoline-6-carboxamide hydrochloride